(R)-2-amino-5-guanidino-N-(4-hydroxybenzyl)pentanamide N[C@@H](C(=O)NCC1=CC=C(C=C1)O)CCCNC(=N)N